(4-((5-fluoro-6-(4-(trifluoromethyl)piperidin-1-yl)pyridin-3-yl)amino)benzyl)-5-oxopyrrolidine-3-carboxamide FC=1C=C(C=NC1N1CCC(CC1)C(F)(F)F)NC1=CC=C(CN2CC(CC2=O)C(=O)N)C=C1